3-(4-(1H-pyrazol-4-yl)phenyl)-1-(3-fluoro-5-methoxybenzyl)-8-oxa-1,3-diazaspiro[4.5]decan-2-one N1N=CC(=C1)C1=CC=C(C=C1)N1C(N(C2(C1)CCOCC2)CC2=CC(=CC(=C2)OC)F)=O